5-(7-Hydroxy-6-(1-methyl-1H-pyrazol-4-yl)-3,4-dihydroquinolin-1(2H)-yl)-7-(3-hydroxypyrrolidin-1-yl)-1,3-dimethyl-1,6-naphthyridin-2(1H)-one OC1=C(C=C2CCCN(C2=C1)C1=C2C=C(C(N(C2=CC(=N1)N1CC(CC1)O)C)=O)C)C=1C=NN(C1)C